(1R,3S,5R)-2-(2-(3-acetyl-5-(2-methylpyrimidin-5-yl)-1H-indazol-1-yl)acetyl)-N-((E)-2-fluoro-3-phenylallyl)-2-azabicyclo[3.1.0]hexane-3-carboxamide C(C)(=O)C1=NN(C2=CC=C(C=C12)C=1C=NC(=NC1)C)CC(=O)N1[C@@H]2C[C@@H]2C[C@H]1C(=O)NC/C(=C\C1=CC=CC=C1)/F